7-amino-5-((2-(1-(2-((tert-butyldiphenylsilyl)oxy)ethyl)-2-oxo-1,2-dihydropyridin-3-yl)ethyl)amino)-2-(difluoromethyl)-3-ethylpyrazolo[1,5-a]pyrimidine-6-carbonitrile NC1=C(C(=NC=2N1N=C(C2CC)C(F)F)NCCC=2C(N(C=CC2)CCO[Si](C2=CC=CC=C2)(C2=CC=CC=C2)C(C)(C)C)=O)C#N